FC1=CC=C(C=C1)C1=CC=C(S1)CC=1C(=NC=CN1)C(=O)N ((5-(4-fluorophenyl)thiophen-2-yl)methyl)pyrazine-2-carboxamide